COC(NOC)=O methyl-N-methoxycarbamate